FC(C1=NN=C(S1)C1=NC=C2N1C=C(C=C2N2C[C@@H](OC(C2)(C)C)C(=O)N)S(NC2(CC2)C)(=O)=O)F (R)-4-(3-(5-(difluoromethyl)-1,3,4-thiadiazol-2-yl)-6-(N-(1-methylcyclopropyl)sulfamoyl)imidazo[1,5-a]pyridin-8-yl)-6,6-dimethylmorpholine-2-carboxamide